bromooctan BrCCCCCCCC